[Br-].C1(=CC=CC=C1)[P+](CCCCOC1=CC=C(C=C1)C=C)(C1=CC=CC=C1)C1=CC=CC=C1 triphenyl-(4-(4-vinylphenoxy)butyl)phosphonium bromide